C(CCC(=O)O)(=O)O.OCC(O)CO monoglycerol succinate